7-[(3-fluoro-2-pyridinyl)oxy]-3-[[2-fluoro-3-(tetrahydrofuran-3-ylsulfamoylamino)phenyl]methyl]-4-methyl-chromen-2-one FC=1C(=NC=CC1)OC1=CC=C2C(=C(C(OC2=C1)=O)CC1=C(C(=CC=C1)NS(NC1COCC1)(=O)=O)F)C